4-((4-((2-(methylamino)-4-phenylthiazol-5-yl)oxy)pyridin-2-yl)amino)benzenesulfonamide CNC=1SC(=C(N1)C1=CC=CC=C1)OC1=CC(=NC=C1)NC1=CC=C(C=C1)S(=O)(=O)N